FC1(CC(C1)C1=NC(=C2N1CCN(C2)C(=O)NC)C=2C(=CC=C1C=C(N=CC21)C2=CN=C(S2)C)F)F 3-(3,3-difluorocyclobutyl)-1-(7-fluoro-3-(2-methylthiazol-5-yl)isoquinolin-8-yl)-N-methyl-5,6-dihydroimidazo[1,5-a]pyrazine-7(8H)-carboxamide